4-ketocyclohexane isocyanate [N-]=C=O.O=C1CCCCC1